3-methyl-4-methylpiperazin CC1CNCCN1C